CC1([C@@H]2[C@H]1CC1=NC(=C(C(=C12)C1=C2C=NNC2=CC=C1C)C#N)N1CC2(CN(C2)C(C=C)=O)CC1)C (4bS,5aR)-5,5-dimethyl-4-(5-methyl-1H-indazol-4-yl)-2-(2-(2-propenoyl)-2,6-diazaspiro[3.4]octan-6-yl)-4b,5,5a,6-tetrahydrocyclopropa[3,4]cyclopenta[1,2-b]pyridine-3-carbonitrile